Tetraazacycloheptadecene-3-carboxylic acid tetrahydro-2H-pyran-4-yl ester O1CCC(CC1)OC(=O)N1N=NCCCCCCCCCCCCCN1